C(CCC)C(C(C(C(=O)[O-])(CC)CC)(O)C(=O)[O-])C(=O)[O-] Butyl-diethylcitrat